5-bromo-7,10-diphenyl-naphtho[1,2-b]benzofuran BrC1=CC2=C(OC3=C2C(=CC=C3C3=CC=CC=C3)C3=CC=CC=C3)C=3C=CC=CC13